C(=O)O.CN(C(=O)N)C N,N-Dimethyl-Urea Formate